C(=O)C=1N=CC(=NC1)N1CCC(CC1)SCC(=O)OCC Ethyl {[1-(5-formylpyrazin-2-yl)piperidin-4-yl]sulfanyl}acetate